COCCN1CCC(CC1)C(=O)NC=1N=CC2=CC=C(C=C2C1)C=1SC(=NN1)C 1-(2-methoxyethyl)-N-(6-(5-methyl-1,3,4-thiadiazol-2-yl)isoquinolin-3-yl)piperidine-4-carboxamide